3,3-difluoroprop-2-en-1-amine hydrochloride Cl.FC(=CCN)F